OCC1([C@@H](O)[C@H](O)[C@H](O1)CO)[C@]1(C(=C(C(=O)O1)O)O)[C@@H](O)CO fructosylascorbic acid